CC1(CN(C=2N(C1)N=CC2)C2=CC=C(C=C2)C(F)(F)F)CO (6-methyl-4-(4-(trifluoromethyl)phenyl)-4,5,6,7-tetrahydropyrazolo[1,5-a]pyrimidin-6-yl)methanol